1-(ethylsulfonyl)-1H-pyrazol-3-amine C(C)S(=O)(=O)N1N=C(C=C1)N